BrC=1C=C(C=CC1)C1=C(C=NN1CCOC[Si](C)(C)C)NC(=O)C=1C=NN2C1N=CC=C2 N-(5-(3-bromophenyl)-1-(2-((trimethylsilyl)methoxy)ethyl)-1H-pyrazol-4-yl)pyrazolo[1,5-a]pyrimidine-3-carboxamide